7-tert-butyl 2-methyl 5,6-dihydroimidazo[1,2-a]pyrazine-2,7(8H)-dicarboxylate N=1C(=CN2C1CN(CC2)C(=O)OC(C)(C)C)C(=O)OC